1-(2,2-difluoroethyl)-6-(4-((2-(trifluoromethyl)pyridin-3-yl)oxy)piperidin-1-yl)-1H-pyrazolo[3,4-b]pyrazine FC(CN1N=CC=2C1=NC(=CN2)N2CCC(CC2)OC=2C(=NC=CC2)C(F)(F)F)F